4-((3-bromo-2,4-difluorophenyl)amino)-N-(3-((1,2,3,4-tetrahydroacridin-9-yl)amino)propyl)quinazolin-7-carboxamide BrC=1C(=C(C=CC1F)NC1=NC=NC2=CC(=CC=C12)C(=O)NCCCNC=1C2=CC=CC=C2N=C2CCCCC12)F